1-Ethyl 5-(cyclopropylmethylamino)pyrazolo[1,5-a]pyrimidine-3-carboxylate C1(CC1)CNC1=NC=2N(C=C1)N=CC2C(=O)OCC